C1NCCC12CN(CC2)C(=O)[O-] 2,7-diazaspiro[4.4]nonane-7-carboxylate